(S)-6-chloro-5-(2-oxo-2-((1,1,1-trifluoroprop-2-yl)amino)acetyl)-2,3-dihydro-1H-pyrrolizine-7-carboxylic acid ethyl ester C(C)OC(=O)C=1C(=C(N2CCCC12)C(C(N[C@H](C(F)(F)F)C)=O)=O)Cl